3-(1-{[6-(benzylamino)-4-pyrimidinyl]sulfonyl}-4-piperidinyl)-1-[3-(trifluoromethyl)phenyl]-2,4-imidazolidinedione C(C1=CC=CC=C1)NC1=CC(=NC=N1)S(=O)(=O)N1CCC(CC1)N1C(N(CC1=O)C1=CC(=CC=C1)C(F)(F)F)=O